ClCC/C=C/CCCCCC(=O)[O-] (5E)-8-chloro-5-octenylacetate